Asaryl borate B(OC1=C(OC)C=C(OC)C(OC)=C1)([O-])[O-]